BrC=1C=NC(=NC1)NC=1C(=NN(C1)C1CCC(CC1)N1CCOCC1)OCCOC(C)C 5-bromo-N-{3-[2-(prop-2-yloxy)ethoxy]-1-[(1r,4r)-4-(morpholin-4-yl)cyclohexyl]-1H-pyrazol-4-yl}pyrimidin-2-amine